(S)-1-(oxetan-2-ylmethyl)-2-((4-(6-(isoquinolin-8-ylmethoxy)pyridin-2-yl)piperidine-1-yl)methyl)-1H-benzo[d]imidazole-6-carboxylate O1[C@@H](CC1)CN1C(=NC2=C1C=C(C=C2)C(=O)[O-])CN2CCC(CC2)C2=NC(=CC=C2)OCC=2C=CC=C1C=CN=CC21